FC1=C(C=C(C=C1)S(=O)(=O)N1C2=C(O[C@H](C1)CCNC(C(C)(C)O)=O)C=CC(=C2)C2=NC(=CC=C2)C(F)(F)F)OC (S)-N-(2-(4-((4-fluoro-3-methoxyphenyl)sulfonyl)-6-(6-(trifluoromethyl)pyridin-2-yl)-3,4-dihydro-2H-benzo[b][1,4]-oxazin-2-yl)ethyl)-2-hydroxy-2-methylpropanamide